3-(Indolin-1-yl)-1-phenylpropan-1-one N1(CCC2=CC=CC=C12)CCC(=O)C1=CC=CC=C1